4-[3-(dibenzothiophen-4-yl)phenyl]-8-(naphthalen-2-yl)-benzofuro[3,2-d]pyrimidine C1=CC=C(C=2SC3=C(C21)C=CC=C3)C=3C=C(C=CC3)C=3C2=C(N=CN3)C3=C(O2)C=CC(=C3)C3=CC2=CC=CC=C2C=C3